C(C)(C)(C)OC(N[C@H]1CSC2=C(N(C1=O)CC1=CC=C(C=C1)C1=NOC(=N1)C(F)(F)F)C=C(C(=C2)F)Br)=O N-[(3R)-7-bromo-8-fluoro-4-keto-5-[4-[5-(trifluoromethyl)-1,2,4-oxadiazol-3-yl]benzyl]-2,3-dihydro-1,5-benzothiazepin-3-yl]carbamic acid tert-butyl ester